cyclopentadienyl-bis((trimethylsilyl)methyl)scandium C1(C=CC=C1)[Sc](C[Si](C)(C)C)C[Si](C)(C)C